(S)-6-(1-amino-1,3-dihydrospiro[indene-2,4'-piperidine]-1'-yl)-3-(2,3-dichlorophenyl)-1H-pyrazolo[3,4-d]pyrimidine-4-carbonitrile N[C@@H]1C2=CC=CC=C2CC12CCN(CC2)C2=NC(=C1C(=N2)NN=C1C1=C(C(=CC=C1)Cl)Cl)C#N